C(C)(C)C1=CC=C(C=C1)C isopropyl-4-methylbenzene